(2R,3S,4S,5R,6S)-2-(hydroxymethyl)-6-[5-methyl-1-propan-2-yl-4-[(4-propan-2-yloxyphenyl)methyl]pyrazol-3-yl]oxyoxane-3,4,5-triol OC[C@H]1O[C@H]([C@@H]([C@H]([C@@H]1O)O)O)OC1=NN(C(=C1CC1=CC=C(C=C1)OC(C)C)C)C(C)C